P(=O)(O)(O)O.O=C[C@H](O)[C@H](O)[C@H](O)C 5-deoxyribose phosphate